Trans-N1-(6-morpholinopyrimidin-4-yl)-N3-phenylcyclobutane-1,3-diamine O1CCN(CC1)C1=CC(=NC=N1)N[C@@H]1C[C@H](C1)NC1=CC=CC=C1